N-((2-(2,6-Dioxopiperidin-3-yl)-1-oxoisoindolin-5-yl)methyl)-[1,1'-biphenyl]-2-carboxamide O=C1NC(CCC1N1C(C2=CC=C(C=C2C1)CNC(=O)C=1C(=CC=CC1)C1=CC=CC=C1)=O)=O